N-(3-(benzo[d]thiazol-2-yl)-4-cyanothiophen-2-yl)-2-(2-oxo-1,5-naphthyridin-1(2H)-yl)acetamide S1C(=NC2=C1C=CC=C2)C2=C(SC=C2C#N)NC(CN2C(C=CC1=NC=CC=C21)=O)=O